ClC1=C(C=CC(=C1)F)C(CC1=C(C=C(C=C1)F)Cl)=O 1,2-bis(2-chloro-4-fluorophenyl)ethanone